CC=1C(OC(C1C)=O)=O 3,4-dimethylfuran-2,5-dione